ClC(C(=O)OCC)CCC ethyl chlorovalerate